CC1=CC=C(C=N1)C=1C=CC=2N(C1)C=C(N2)C(=O)N 6-(6-methylpyridin-3-yl)imidazo[1,2-a]pyridine-2-carboxamide